FC(C(=O)N1CC(C1)N1N=C(C2=CC=CC(=C12)C(=O)NC1=CC=C(C=C1)C(NC)=O)C1=CC=C(C=C1)C(F)(F)F)=C 1-(1-(2-fluoroacryloyl)azetidin-3-yl)-N-(4-(methylcarbamoyl)phenyl)-3-(4-(trifluoromethyl)phenyl)-1H-indazole-7-carboxamide